The molecule is a retinoid that consists of 9-cis-retinoic acid bearing an oxo substituent at position 4 on the cyclohexenyl ring. It has a role as a human xenobiotic metabolite. It is a retinoid and an enone. It derives from a 9-cis-retinoic acid. It is a conjugate acid of a 9-cis-4-oxoretinoate. CC1=C(C(CCC1=O)(C)C)/C=C/C(=C\\C=C\\C(=C\\C(=O)O)\\C)/C